(1R*,2S*,3S*)-3-{3-[2-(methoxymethoxy)-6-methyl-4-(trifluoromethyl)phenyl]-5,6-dihydro-7H-pyrrolo[2,3-c]pyridazin-7-yl}-1,2-dimethylcyclobutanol COCOC1=C(C(=CC(=C1)C(F)(F)F)C)C1=CC2=C(N=N1)N(CC2)[C@@H]2[C@@H]([C@@](C2)(O)C)C |o1:24,25,26|